6-bromo-7-fluoroquinoline-2,4-diol BrC=1C=C2C(=CC(=NC2=CC1F)O)O